S1C2=C(C=C1C(=O)N1CCC(CC1)N1C(NC3=C1C=CC=C3)=O)CCCCC2 1,3-Dihydro-1-[1-[(5,6,7,8-tetrahydro-4H-cyclohepta[b]thien-2-yl)carbonyl]-4-piperidinyl]-2H-benzimidazole-2-one